(R)-1-(2-Nitro-4-(tetrazol-1-yl)phenyl)piperidin-3-ol [N+](=O)([O-])C1=C(C=CC(=C1)N1N=NN=C1)N1C[C@@H](CCC1)O